FP1(=NP(=NP(=N1)(OCCC)F)(OCCC)F)OC1=CC=CC=C1 2,4,6-trifluoro-2-phenoxy-4,6-bisPropoxy-cyclotriphosphazene